C(CC=CCCCC)O 3-Octen-1-ol